(1R,2R)-2-sulfamoylcyclopentyl 4-[(1S,4R,5R)-5-{[5-cyclopropyl-3-(2,6-dichlorophenyl)-1,2-oxazol-4-yl]methoxy}-3-oxo-2-azabicyclo[2.2.1]heptan-2-yl]benzoate C1(CC1)C1=C(C(=NO1)C1=C(C=CC=C1Cl)Cl)CO[C@H]1[C@@H]2C(N([C@H](C1)C2)C2=CC=C(C(=O)O[C@H]1[C@@H](CCC1)S(N)(=O)=O)C=C2)=O